tert-Butyl N-(1-{[(2R)-1-[3a-benzyl-2-(difluoromethyl)-3-oxo-4H,6H,7H-pyrazolo[4,3-c]pyridin-5-yl]-3-(benzyloxy)-1-oxopropan-2-yl]carbamoyl}-1-methylethyl)carbamate C(C1=CC=CC=C1)C12CN(CCC1=NN(C2=O)C(F)F)C([C@@H](COCC2=CC=CC=C2)NC(=O)C(C)(C)NC(OC(C)(C)C)=O)=O